4-((cyanoimino((1,2,2-trimethylpropyl)amino)methyl)amino)benzonitrile C(#N)N=C(NC(C(C)(C)C)C)NC1=CC=C(C#N)C=C1